C(C)(=O)N(C1=C(C=C(C=C1)C1=CC=C(C=N1)C(=O)NCC=1C=NC=CC1)Cl)CC1COC1 6-[4-[Acetyl(oxetan-3-ylmethyl)amino]-3-chloro-phenyl]-N-(3-pyridylmethyl)pyridine-3-carboxamide